(4-{2-[3-(tert-butyl-diphenyl-silyloxy)-2,2-difluoro-propyl]-6-fluoro-3-methyl-2,3,4,9-tetrahydro-1H-β-carbolin-1-yl}-3,5-difluoro-phenyl)-[1-(3-fluoro-propyl)-azetidin-3-yl]-amine C(C)(C)(C)[Si](OCC(CN1C(C=2NC3=CC=C(C=C3C2CC1C)F)C1=C(C=C(C=C1F)NC1CN(C1)CCCF)F)(F)F)(C1=CC=CC=C1)C1=CC=CC=C1